C(C)OC(=O)C1=C(N=C(S1)NC1=NC(=CC(=N1)C1=CC=C(C=C1)C(=O)O)N1CCNCC1)C 2-[4-(4-carboxyphenyl)-6-piperazin-1-yl-pyrimidin-2-ylamino]-4-methylthiazole-5-carboxylic acid ethyl ester